2-QUINOLIN-2-YL-1H-IMIDAZOLE-4-CARBALDEHYDE N1=C(C=CC2=CC=CC=C12)C=1NC=C(N1)C=O